N[C@@H]1CN(CCC1(F)F)C1=NC2=C(N1CC1=CC=C(C=C1)C#N)C=CC(=C2)C#N 2-((3R)-3-amino-4,4-difluoro-1-piperidinyl)-1-(4-cyanobenzyl)-1H-benzimidazole-5-carbonitrile